N1(CCCCC1)C1CCN(CC1)C=1C=C(CN2N=C3C(=C2C2=C(C=CC=C2)F)CN(C3)C)C=CC1 2-(3-([1,4'-Bipiperidine]-1'-yl)benzyl)-3-(2-fluorophenyl)-5-methyl-2,4,5,6-tetrahydropyrrolo[3,4-c]pyrazole